4-(4-t-butylphenyl)-1-butene C(C)(C)(C)C1=CC=C(C=C1)CCC=C